chloro(triphenylphosphine) gold [Au].ClC1=C(C=CC=C1)P(C1=CC=CC=C1)C1=CC=CC=C1